[U].[Th].[Fe] iron thorium uranium